CN(C1=NC=CC(=C1)C(=O)NC1CCC(CC1)NC1=CC(=NC2=CC=CC=C12)C(F)(F)F)C 2-(dimethylamino)-N-[(1s,4s)-4-{[2-(trifluoromethyl)quinolin-4-yl]amino}cyclohexyl]pyridine-4-carboxamide